O=C([C@H](CCC(NCC#C)=O)NC(OC(C)(C)C)=O)NCC#C tert-Butyl (S)-(1,5-dioxo-1,5-bis(prop-2-yn-1-ylamino)pentan-2-yl)carbamate